C1(=CC=CC=C1)[C@H]1CC[C@H](CC1)OC[C@@H]1N(CC[C@@H]1NS(=O)(=O)C)C1=NC=CC=C1C(F)(F)F N-((2R,3S)-2-((((CIS)-4-phenylcyclohexyl)oxy)methyl)-1-(3-(trifluoromethyl)pyridin-2-yl)pyrrolidin-3-yl)methanesulfonamide